5-Cyano-N-(3-(3-((2S,6R)-2,6-dimethylmorpholino)phenyl)-1H-indazol-5-yl)-3-methylpicolinamide C(#N)C=1C=C(C(=NC1)C(=O)NC=1C=C2C(=NNC2=CC1)C1=CC(=CC=C1)N1C[C@@H](O[C@@H](C1)C)C)C